bromochloro-5-sec-butyl-5-methylhydantoin BrN1C(N(C(C1=O)(C)C(C)CC)Cl)=O